5-(4-((3,4-Dimethoxypyridin-2-yl)methoxy)phenyl)-2-oxo-6-(trifluoromethyl)-1,2-dihydropyridine-3-carboxamide COC=1C(=NC=CC1OC)COC1=CC=C(C=C1)C=1C=C(C(NC1C(F)(F)F)=O)C(=O)N